(S)-α,α-diphenylprolinol C1C[C@H](NC1)C(C2=CC=CC=C2)(C3=CC=CC=C3)O